[Cl-].ClCC1=C(C=CC=C1)P(C1=CC=CC=C1)C1=CC=CC=C1 (chloromethyl)triphenylphosphine chloride